4-methyl-5-(nonafluorobutyl)-2,4-dihydro-3H-1,2,4-triazole-3-thione CN1C(NN=C1C(C(C(C(F)(F)F)(F)F)(F)F)(F)F)=S